CC1=NN(C2=CC(=CC=C12)N1C(NC2=C1C=CC=C2)=O)C2OCCCC2 1-(3-methyl-1-(tetrahydro-2H-pyran-2-yl)-1H-indazol-6-yl)-1H-benzo[d]imidazol-2(3H)-one